methyl 1-isopropyl-2-oxo-3-(3-(1,1,2,2-tetrafluoroethoxy)phenyl)-2,3-dihydro-1H-imidazo[4,5-b]pyridine-6-carboxylate C(C)(C)N1C(N(C2=NC=C(C=C21)C(=O)OC)C2=CC(=CC=C2)OC(C(F)F)(F)F)=O